(S)-2-(3,3-difluoro-2-methylazetidin-1-yl)acetic acid FC1([C@@H](N(C1)CC(=O)O)C)F